7-(3,4-dimethoxyphenyl)-N-(3-(piperazine-1-carbonyl)phenyl)pyrazolo[1,5-a]pyrimidine-2-carboxamide COC=1C=C(C=CC1OC)C1=CC=NC=2N1N=C(C2)C(=O)NC2=CC(=CC=C2)C(=O)N2CCNCC2